2-azido-1-(4-bromopyridin-3-yl)ethan-1-one N(=[N+]=[N-])CC(=O)C=1C=NC=CC1Br